OC1=C(C(OC2=C1C=CC=C2)=O)C(=O)O hydroxy-2-oxo-2H-benzopyran-3-carboxylic acid